O[C@H]1[C@H]([C@@H](O[C@@H]1CI)N1C(N=C(C=C1)NC(C1=CC=CC=C1)=O)=O)OC N-(1-((2R,3R,4S,5S)-4-hydroxy-5-(iodomethyl)-3-methoxytetrahydrofuran-2-yl)-2-oxo-1,2-dihydropyrimidin-4-yl)benzamide